N-[(1R)-1-(1,3-benzodioxol-5-yl)ethyl]thieno[2,3-d]pyrimidin-4-amine O1COC2=C1C=CC(=C2)[C@@H](C)NC=2C1=C(N=CN2)SC=C1